4-(aminomethyl)-1-(5-(2,3-dihydrobenzofuran-7-yl)imidazo[2,1-b][1,3,4]thiadiazol-2-yl)piperidin-4-ol NCC1(CCN(CC1)C1=NN2C(S1)=NC=C2C2=CC=CC=1CCOC12)O